C(C=C)(=O)N1[C@H](CN(CC1)C=1C2=C(N=C(N1)OC[C@H]1N(CCC1)C)OC1(CC2)CCC(C2=CC=CC=C21)(C)C)CC#N 2-((2S)-1-acryloyl-4-(4,4-dimethyl-2'-(((S)-1-methylpyrrolidin-2-yl)methoxy)-3,4,5',6'-tetrahydro-2H-spiro[naphthalene-1,7'-pyrano[2,3-d]pyrimidin]-4'-yl)piperazin-2-yl)acetonitrile